OC=1C=C2CC[C@@H]([C@@H](C2=CC1)C1=CC=C(C=C1)N1CCN(CC1)C(=O)OC1=CC=C(C=C1)[N+](=O)[O-])C1=CC=CC=C1 4-nitrophenyl 4-(4-((1R,2S)-6-hydroxy-2-phenyl-1,2,3,4-tetrahydronaphthalen-1-yl)phenyl)piperazine-1-carboxylate